BrC=1C=C(C=C(C1)C=NC1=CC=C(C=C1)CN(CC)CC)O 3-bromo-5-((4-((diethylamino)methyl)phenylimino)methyl)phenol